3-[(2,6-dioxo-3-piperidyl)oxy]-5-methyl-benzenesulfonyl fluoride O=C1NC(CCC1OC=1C=C(C=C(C1)C)S(=O)(=O)F)=O